N-(5-(2,4-difluorophenoxy)pyrazin-2-yl)-2-(3,3-dimethyl-4-(6-methyl-5-oxo-4,5-dihydropyrazine-2-carbonyl)piperazin-1-yl)propanamide FC1=C(OC=2N=CC(=NC2)NC(C(C)N2CC(N(CC2)C(=O)C=2N=C(C(NC2)=O)C)(C)C)=O)C=CC(=C1)F